NC(CC[C@H]1C(N(CC2N(O[C@@H](C(N21)=O)CC(C)C)C(=O)OCCC2=CC=CC=C2)[C@H](C(NCCCC2=CC=CC=C2)=O)CCCC)=O)=O phenethyl (3R,6S)-6-(3-amino-3-oxopropyl)-3-isobutyl-4,7-dioxo-8-((S)-1-oxo-1-((3-phenylpropyl)amino)hexan-2-yl)hexahydropyrazino[2,1-c][1,2,4]oxadiazine-1(6H)-carboxylate